ClC=1C(NCCC1)=O 3-chloro-2-oxo-5,6-dihydropyridine